Tin titanium zinc [Zn].[Ti].[Sn]